CCCCCCCCCCCCCCCCO n-hexadecanol